N,N-bis(2-hydroxyethyl)-2-aminoethanesulfonic acid sodium [Na].OCCN(CCS(=O)(=O)O)CCO